1-(4-(1-(2,6-dichlorophenyl)azetidin-3-yl)-2-ethyl-6-methylphenyl)-3-methylazetidin-3-ol ClC1=C(C(=CC=C1)Cl)N1CC(C1)C1=CC(=C(C(=C1)C)N1CC(C1)(O)C)CC